trans,trans-farnesyl-amine C(C=C(C)CCC=C(C)CCC=C(C)C)N